BrC1=C2C(C(=NN(C2=CC=C1)C1=CC(=NC=C1)OC(F)F)C(=O)OCC)=O ethyl 5-bromo-1-[2-(difluoromethoxy)-4-pyridyl]-4-oxo-cinnoline-3-carboxylate